ClC=1C=CC2=C([Si](C3=C2C=CC=2C=CC=CC23)(C)C)C1 9-chloro-11,11-dimethyl-11H-benzo[b]naphtho[2,1-d]silole